3-(5-{6-[(1-{4-[6-(benzyloxy)-4-oxoquinazolin-3-yl]phenyl}piperidin-4-yl)oxy]-2-azaspiro[3.3]heptan-2-yl}-1-oxo-3H-isoindol-2-yl)piperidine-2,6-dione C(C1=CC=CC=C1)OC=1C=C2C(N(C=NC2=CC1)C1=CC=C(C=C1)N1CCC(CC1)OC1CC2(CN(C2)C=2C=C3CN(C(C3=CC2)=O)C2C(NC(CC2)=O)=O)C1)=O